CC=1C(=NC=CC1)C1=CC=C(C=C1)C1=CNC2=NC=C(C=C21)C=2C=CC1=C(CC[C@](CC1)(N1[C@@H](CCC1)C)C)C2 3-Methyl-2-(4-{5-[(7S)-7-methyl-7-[(2R)-2-methylpyrrolidin-1-yl]-6,7,8,9-tetrahydro-5H-benzo[7]annulen-2-yl]-1H-pyrrolo[2,3-b]pyridin-3-yl}phenyl)pyridine